C1(=CC=CC=C1)C=1N=COC(C1)=O 4-phenyl-6H-1,3-oxazin-6-one